ClC1=C(C=C(OCC(=O)N[C@H]2CC[C@@H](N(C2)C(=O)OC(C)(C)C)C(=O)NNC(=O)C2CC(C2)OC(F)(F)F)C=C1)F tert-butyl (2R,5S)-5-[2-(4-chloro-3-fluorophenoxy)acetamido]-2-{N'-[(1s,3s)-3-(trifluoromethoxy)cyclobutanecarbonyl]hydrazinecarbonyl}piperidine-1-carboxylate